CC1COCCC1N1CCC2(CCNCC2)CC1 9-(3-methyltetrahydro-2H-pyran-4-yl)-3,9-diazaspiro[5.5]undecane